N-(5-aminopentyl)-5-(2,4-dioxotetrahydropyrimidin-1(2H)-yl)-2-fluoro-N,4-dimethylbenzamide hydrochloride Cl.NCCCCCN(C(C1=C(C=C(C(=C1)N1C(NC(CC1)=O)=O)C)F)=O)C